CN1N=C(C(=C1)C1=CC(=C(C=C1)NC=1N=CC2=C(N1)C(=NC(=C2)C)NCC(C)(C)OC)OC)C N2-(4-(1,3-dimethyl-1H-pyrazol-4-yl)-2-methoxyphenyl)-N8-(2-methoxy-2-methylpropyl)-6-methylpyrido[3,4-d]pyrimidine-2,8-diamine